C(C1CO1)OC(CCC)[Si](OCCC)(OCCC)OCCC α-Glycidoxybutyltripropoxysilan